O=C1N(C2=CC=CC=C2C(N1CCC1=CC=C(C=C1)OCCN1CCCCC1)=O)CC1=CC=C(C(=O)NO)C=C1 4-((2,4-dioxo-3-(4-(2-(piperidin-1-yl)ethoxy)phenethyl)-3,4-dihydroquinazolin-1(2H)-yl)methyl)-N-hydroxybenzamide